(3s,4r)-3r-methyl-5-methyl-octanoic acid C[C@H](CC(=O)O)C[C@@H](CCC)C